BrC1=NN2C(N=C(C(=C2O)C2=CC=CC=C2)O)=C1C(=O)OCC ethyl 2-bromo-5,7-dihydroxy-6-phenylpyrazolo[1,5-a]pyrimidine-3-carboxylate